COC=1C=C(C=2C=CN=CC2C1)C#N 7-Methoxyisoquinoline-5-carbonitrile